3,3-difluoro-N-(3-methyl-4-((2-morpholinopyrimidin-5-yl)oxy)phenyl)cyclobutane-1-carboxamide FC1(CC(C1)C(=O)NC1=CC(=C(C=C1)OC=1C=NC(=NC1)N1CCOCC1)C)F